(3Z)-1-chloro-7,7-dimethoxy-3-heptene ClCC\C=C/CCC(OC)OC